BrC1=C(C=C(C(=C1)F)I)F 1-bromo-2,5-difluoro-4-iodobenzene